ClCC(=O)N[C@H](C(=O)N1[C@@H](C[C@H](C1)O)C(=O)NCC1=CC=C(C=C1)C1=C(N=CS1)C)C(C)(C)C (2S,4R)-1-((S)-2-(2-chloroacetamido)-3,3-dimethylbutanoyl)-4-hydroxy-N-(4-(4-methylthiazol-5-yl)benzyl)pyrrolidine-2-carboxamide